Cl.FC1=C(C=C2C(=NNC2=C1)\C=C\C=1N=NC(=CC1)N1CCOCC1)NC[C@H](CC)N (S,E)-N1-(6-Fluoro-3-(2-(6-morpholinopyridazin-3-yl)vinyl)-1H-indazol-5-yl)butane-1,2-diamine Hydrochloride